OC1=CC=C(OC2=CC=C(C(=O)O)C=C2)C=C1 4-(4-Hydroxyphenoxy)benzoic acid